ClC=1C(=NC=CC1C1=C(C(=CC=C1)C1=CC=C2C(=N1)N(C=C2CNC[C@H]2OCC2)C)Cl)C2=CC(=C(CNC[C@H]1CCC(N1)=O)C=C2)OC (R)-5-(((4-(3-chloro-4-(2-chloro-3-(1-methyl-3-(((((S)-oxetan-2-yl)methyl)amino)methyl)-1H-pyrrolo[2,3-b]pyridin-6-yl)phenyl)pyridin-2-yl)-2-methoxybenzyl)amino)methyl)pyrrolidin-2-one